4-(4-((3-(8-oxa-3-azabicyclo[3.2.1]octan-3-yl)azetidin-1-yl)methyl)-2-fluorobenzylamino)-2-(2,6-dioxopiperidin-3-yl)isoindoline-1,3-dione C12CN(CC(CC1)O2)C2CN(C2)CC2=CC(=C(CNC1=C3C(N(C(C3=CC=C1)=O)C1C(NC(CC1)=O)=O)=O)C=C2)F